C(#N)C1=CC(=C(COC2=NC(=NC=C2F)C2=CCC(CC2)CC2=NC=3C(=NC(=CC3)C(=O)OCC)N2CC2(CC2)C#N)C=C1)F ethyl 2-((4-(4-((4-cyano-2-fluorobenzyl) oxy)-5-fluoropyrimidin-2-yl) cyclohex-3-en-1-yl) methyl)-3-((1-cyanocyclopropyl) methyl)-3H-imidazo[4,5-b]pyridine-5-carboxylate